F[C@@H]1CN(CC[C@H]1C1=CC=C(C=C1)O)C1C(N(OCC1)CC1=CC=C(C=C1)C)=O ((3S,4S)-3-fluoro-4-(4-hydroxyphenyl)piperidin-1-yl)-2-(4-methylbenzyl)-1,2-oxazinan-3-one